ClC1=C(C(=O)P(C2=C(C=CC(=C2)C)C)(C(C2=C(C=CC=C2Cl)Cl)=O)=O)C(=CC=C1)Cl bis-(2,6-dichlorobenzoyl)-2,5-xylylphosphine oxide